COC1CN(C1)C1=NC(=NC=2N3CCOC(C3=NC12)(C)C)C=1C=C2C(=NC1)NC=C2C#N 5-[1-(3-Methoxy-azetidin-1-yl)-8,8-dimethyl-5,6-dihydro-8H-7-oxa-2,4,4b,9-tetraaza-fluoren-3-yl]-1H-pyrrolo[2,3-b]pyridine-3-carbonitrile